N-(methylsulfonyl)-L-valyl-(4R)-N-{(2S)-1-(1,3-benzothiazol-2-yl)-1-oxo-3-[(3S)-2-oxopyrrolidin-3-yl]propan-2-yl}-4-tert-butoxy-L-prolinamide CS(=O)(=O)N[C@@H](C(C)C)C(=O)N1[C@@H](C[C@H](C1)OC(C)(C)C)C(=O)N[C@H](C(=O)C=1SC2=C(N1)C=CC=C2)C[C@H]2C(NCC2)=O